((2-isopropyl-6-methoxy-1,2,3,4-tetrahydroisoquinolin-7-yl)amino)-5-((2-(tetrahydro-2H-pyran-2-yl)phenyl)amino)-1,2,4-triazine-6-carboxamide C(C)(C)N1CC2=CC(=C(C=C2CC1)OC)NC=1N=NC(=C(N1)NC1=C(C=CC=C1)C1OCCCC1)C(=O)N